(S)-4-(((S)-3-fluoro-2-methoxypropyl)(4-(5,6,7,8-tetrahydro-1,8-naphthyridin-2-yl)butyl)amino)-2-(2-(pyridin-3-yl)acetamido)butanoic acid FC[C@H](CN(CC[C@@H](C(=O)O)NC(CC=1C=NC=CC1)=O)CCCCC1=NC=2NCCCC2C=C1)OC